N(=N[O])[O] azo-oxygen